tert-butyl (1S,5R)-6-(4-((2-fluoro-3-methyl-4-((1-methyl-1H-benzo[d]imidazol-5-yl)oxy)phenyl)amino)pyrido[3,2-d]pyrimidin-6-yl)-2,6-diazabicyclo[3.2.1]octane-2-carboxylate FC1=C(C=CC(=C1C)OC1=CC2=C(N(C=N2)C)C=C1)NC=1C2=C(N=CN1)C=CC(=N2)N2[C@@H]1CCN([C@H](C2)C1)C(=O)OC(C)(C)C